4-(2-{[(2R,7aS)-2-fluoro-hexahydro-1H-pyrrolizin-7a-yl]methoxy}-6-chloro-4-[(1S,6R)-3,9-diazabicyclo[4.2.1]nonan-3-yl]-8-fluoroquinazolin-7-yl)-5-ethylnaphthalen-2-ol F[C@@H]1C[C@@]2(CCCN2C1)COC1=NC2=C(C(=C(C=C2C(=N1)N1C[C@@H]2CC[C@H](CC1)N2)Cl)C2=CC(=CC1=CC=CC(=C21)CC)O)F